N-(6-amino-5-methyl-3-pyridyl)-2-[5-methyl-2-(1H-pyrazolo[3,4-b]pyridin-5-yl)-1-piperidyl]-2-oxo-acetamide NC1=C(C=C(C=N1)NC(C(=O)N1C(CCC(C1)C)C=1C=C2C(=NC1)NN=C2)=O)C